C(C)(C)(C)OC(=O)N1[C@@H](C[C@H](CC1)N1C=NC=2C(=NC=3C(=C(C(=CC3C21)I)Br)F)Cl)CC#N (2S,4S)-4-(7-bromo-4-chloro-6-fluoro-8-iodo-1H-imidazo[4,5-c]quinolin-1-yl)-2-(cyanomethyl)piperidine-1-carboxylic acid tert-butyl ester